C(C)(C)C=1C(=CC2=C(N(C(N2)=O)C2CCC(CC2)N2CC(CC2)S(=O)(=O)C)C1)C=1C=C(C=2N(C1)N=CN2)OC 6-Isopropyl-5-(8-methoxy-[1,2,4]triazolo[1,5-a]pyridin-6-yl)-1-(4-(3-(methylsulfonyl)pyrrolidin-1-yl)cyclohexyl)-1,3-dihydro-2H-benzo[d]imidazol-2-on